CC1=C(C(=C(C(=C1C)Br)C)C)B(O)O 2,3,5,6-tetramethyl-4-bromo-phenylboronic acid